(1aR,5aR)-2-(2,4-Difluoro-phenyl)-1a,2,5,5a-tetrahydro-1H-2,3-diaza-cyclopropa[a]pentalene-4-carboxylic acid (2-methoxy-1-methoxymethyl-ethyl)-amide COCC(COC)NC(=O)C=1C=2C[C@@H]3[C@H](C2N(N1)C1=C(C=C(C=C1)F)F)C3